C1(CCC1)CN1C2=C(N=C(C1=O)NN)COCC2 1-(cyclobutylmethyl)-3-hydrazino-7,8-dihydro-5H-pyrano[3,4-b]Pyrazin-2-one